ethyliminotris(dimethylamino)niobium C(C)N=[Nb](N(C)C)(N(C)C)N(C)C